ClC1=C(C=C(C=C1)C1=NC(C=2N(C3=C1C(=C(S3)C)C)C(=NN2)C)CC(=O)OC(C)(C)C)F tert-butyl 2-(4-(4-chloro-3-fluorophenyl)-2,3,9-trimethyl-6H-thieno[3,2-f][1,2,4]triazolo[4,3-a][1,4]diazepin-6-yl)acetate